C(C)(C)(C)OC(=O)N1[C@H]2CN(C[C@@H]1CC2)C=2C1=C(N=C(N2)SC)C(=C(N=C1Cl)Cl)F (1R,5S)-3-(5,7-dichloro-8-fluoro-2-(methylthio)pyrido[4,3-d]pyrimidin-4-yl)-3,8-diazabicyclo[3.2.1]octane-8-carboxylic acid tert-butyl ester